3-(Difluoromethylene)piperidine 3-(trans-2-(2H-1,2,3-triazol-2-yl)cyclobutyl)-4-chloroanilinebenzyl-N,N-diethyldithiocarbamate N=1N(N=CC1)[C@H]1[C@@H](CC1)C=1C=C(NC2=CC=CC=C2CSC(N(CC)CC)=S)C=CC1Cl.FC(=C1CNCCC1)F